N-(1-(1-(2-((1s,4s)-4-((2,6-dimethylpyridin-3-yl)oxy)cyclohexyl)ethyl)-1,4,5,6-tetrahydrocyclopenta[c]pyrazole-3-carbonyl)piperidin-4-yl)acetamide CC1=NC(=CC=C1OC1CCC(CC1)CCN1N=C(C2=C1CCC2)C(=O)N2CCC(CC2)NC(C)=O)C